tert-butyl 4-((4-chloro-5-methylthiophene-2-carboxamido)methyl)-3,5-dimethylbenzylcarbamate ClC=1C=C(SC1C)C(=O)NCC1=C(C=C(CNC(OC(C)(C)C)=O)C=C1C)C